3-{3-[1-(4-Amino-3-methyl-1H-pyrazolo[3,4-d]pyrimidin-1-yl)ethyl]-5-chloro-6-cyano-2-methoxyphenyl}-N-methylazetidine NC1=C2C(=NC=N1)N(N=C2C)C(C)C=2C(=C(C(=C(C2)Cl)C#N)C2CN(C2)C)OC